C(#N)C(CCC(=O)O)(C)SC(=S)C1=CC=CC=C1 4-cyano-4-(phenylthioformyl-thio)valeric acid